O1C2=C(C=C1)C(=O)OC(COC2=O)C 5-propylene furandicarboxylate